C[C@@]1(CC(=C(O1)C(=O)OCC)OS(=O)(=O)C(F)(F)F)C(F)(F)F |r| ethyl rac-5-methyl-5-(trifluoromethyl)-3-(((trifluoromethyl)sulfonyl)oxy)-4,5-dihydrofuran-2-carboxylate